6,8-dibromo-2-methyl-3-[2-(D-xylopyranosylamino)phenyl]-4(3H)-Quinazolinone BrC=1C=C2C(N(C(=NC2=C(C1)Br)C)C1=C(C=CC=C1)NC1[C@H](O)[C@@H](O)[C@H](O)CO1)=O